C(CNC(=O)C1=CC=CC=C1)(=O)O.NC1=NC(=CC(=N1)C1=CCC2(CC(NC2)C(=O)O)CC1)O[C@@H](C(F)(F)F)C1=C(C=C(C=C1)Cl)C=1COCCC1 8-(2-amino-6-((R)-1-(4-chloro-2-(5,6-dihydro-2H-pyran-3-yl)phenyl)-2,2,2-trifluoroethoxy)pyrimidin-4-yl)-2-azaspiro[4.5]dec-7-ene-3-carboxylic acid hippurate